N=1C=2C(C=CC1)=CCOC2 pyrano[3,4-b]pyridin